CN(C1CCC2=CC(=CC=C12)NC(C=C)=O)C1=CC(=CC=C1)C(F)(F)F N-(1-(methyl-(3-(trifluoromethyl)-phenyl)amino)-2,3-dihydro-1H-inden-5-yl)acrylamide